BrC=1C2=C(C(N(C1)C)=O)N(C(=C2)C2=C(C=CC=C2)F)S(=O)(=O)C2=CC=C(C)C=C2 4-bromo-2-(2-fluorophenyl)-6-methyl-1-tosyl-1,6-dihydro-7H-pyrrolo[2,3-c]pyridin-7-one